7-fluoro-2-hydroxy-3-isopropylcyclohepta-2,4,6-trien-1-one FC1=CC=CC(=C(C1=O)O)C(C)C